di(chloro-dodecanoyl) peroxide ClCCCCCCCCCCCC(=O)OOC(CCCCCCCCCCCCl)=O